[N+](=[N-])=C1CC=C(C(=O)CC(N)(N)C(C2=CCC(C=C2)=[N+]=[N-])=O)C=C1 bis(p-diazobenzoyl)ethanediamine